α-methoxy-α-(trifluoromethyl)phenylacetyl chloride COC(C(=O)Cl)(C(F)(F)F)C1=CC=CC=C1